N1=NC=NC2=C1C=CC=C2 benzo1,2,4-triazine